C(C=1O[C@H]([C@H](N1)C1=CC=CC=C1)C1=CC=CC=C1)C=1O[C@H]([C@H](N1)C1=CC=CC=C1)C1=CC=CC=C1 methylenebis[(4R,5S)-4,5-diphenyl-2-oxazoline]